N'-cyclohexyl-2-methyl-1,4-phenylenediamine C1(CCCCC1)NC1=CC(=C(C=C1)N)C